FC(C1=NN=C(O1)C=1C=CC(=NC1)CN(C(=O)C1(CN(C1)C1CN(C1)CC)F)C1=CC(=CC=C1)F)F N-((5-(5-(difluoromethyl)-1,3,4-oxadiazol-2-yl)pyridin-2-yl)methyl)-1'-ethyl-3-fluoro-N-(3-fluorophenyl)-[1,3'-biazetidine]-3-carboxamide